3-bromo-6-fluorobenzene-1,2-diamine BrC1=C(C(=C(C=C1)F)N)N